Disilane [SiH3][SiH3]